1-taurinomethylpseudouridine C(NCCS(=O)(=O)O)N1C=C([C@H]2[C@H](O)[C@H](O)[C@@H](CO)O2)C(NC1=O)=O